C(C)(=O)OCC=1N=C2N(C=C(C=C2CO)C2CC2)C1 (6-cyclopropyl-8-(hydroxymethyl)imidazo[1,2-a]pyridin-2-yl)methyl acetate